CC1=C(C(=C(C=C1)C)[N+](=O)[O-])[N+](=O)[O-] 1,4-dimethyl-2,3-dinitrobenzene